2,6-Dimethylcyclohexyl-(7-fluoro-6-(8-methyl-2,3-dihydro-1H-pyrido[2,3-b][1,4]oxazin-7-yl)isochinolin-3-yl)carbamat CC1C(C(CCC1)C)N(C([O-])=O)C=1N=CC2=CC(=C(C=C2C1)C1=C(C2=C(OCCN2)N=C1)C)F